(S)-2-(((6-(4,5-difluorobenzo[d]thiazol-7-yl)-2-(3,3,3-trifluoro-2,2-dimethylpropanoyl)-2,6-diazaspiro[3.4]octan-8-yl)methoxy)methyl)-6-(4,4-difluorocyclohexyl)-3-fluorobenzoic acid FC1=C(C=C(C2=C1N=CS2)N2CC1(CN(C1)C(C(C(F)(F)F)(C)C)=O)[C@@H](C2)COCC2=C(C(=O)O)C(=CC=C2F)C2CCC(CC2)(F)F)F